[di-tert-butyl-(chloro)-phosphine] palladium (II) dichloride [Pd](Cl)Cl.C(C)(C)(C)P(Cl)C(C)(C)C